FC(C1=NC(=C2C=C(N=CC2=C1)N[C@@H]1CN(CCC1)C(=O)OC(C)(C)C)N[C@H]1COCC1)F tert-Butyl (S)-3-((7-(difluoromethyl)-5-(((R)-tetrahydrofuran-3-yl)amino)-2,6-naphthyridin-3-yl)amino)piperidine-1-carboxylate